COC([C@@H]([C@H]1CN2CCC1CC2)N)=O (R)-2-amino-2-((3R)-quinuclidin-3-yl)acetic acid methyl ester